CC1([C@@]2(C(C[C@H]1CC2)=O)CS(=O)(=O)O)C ((1S,4R)-7,7-dimethyl-2-oxobicyclo[2.2.1]heptan-1-yl)methanesulfonic acid